5-Amino-1-(1-cyclopropylethyl)-3-(4-(2-((3-neopentylisoxazol-5-yl)amino)-2-oxoethyl)phenyl)-1H-pyrazole-4-carboxamide NC1=C(C(=NN1C(C)C1CC1)C1=CC=C(C=C1)CC(=O)NC1=CC(=NO1)CC(C)(C)C)C(=O)N